octyl 2,2,2-tribromoacetate BrC(C(=O)OCCCCCCCC)(Br)Br